OCC\N=C(\C)/C=1C(=NC=C(C1)C)NC(OC(C)(C)C)=O tert-butyl (Z)-(3-(1-((2-hydroxyethyl)imino)ethyl)-5-methylpyridin-2-yl)carbamate